FC1(COC1)C=O 3-fluorooxetane-3-carbaldehyde